[N+](=O)([O-])OCC(CCO[N+](=O)[O-])O[N+](=O)[O-] 1,2,4-butanetriol trinitrate